(5-((1S)-1-((1aR,3aR,3bS,5aS,6S,8aS,8bS,10aS)-10-methoxy-3a,5a-dimethylhexadecahydrocyclopenta[a]cyclopropa[2,3]cyclopenta[1,2-f]naphthalen-6-yl)ethoxy)pyridin-3-yl)methanol COC1[C@]23[C@@]([C@H]4CC[C@]5([C@H]([C@@H]4C1)CC[C@@H]5[C@H](C)OC=5C=C(C=NC5)CO)C)(CC[C@@H]2C3)C